2-methyl-N-(1-(2-(methylsulfonyl)thiazol-5-yl)cyclobutyl)propane-2-sulfinamide CC(C)(C)S(=O)NC1(CCC1)C1=CN=C(S1)S(=O)(=O)C